4-{(S)-2-[(S)-2-(tert-Butoxycarbonylamino)-4-methylpentanoylamino]-2-[2-(thien-2-yl)thiazol-4-yl]Ethyl}phenyl-sulfamic acid C(C)(C)(C)OC(=O)N[C@H](C(=O)N[C@@H](CC1=CC=C(C=C1)NS(O)(=O)=O)C=1N=C(SC1)C=1SC=CC1)CC(C)C